3,3'-(butane-1,4-diylbis(oxy))dibenzoaldehyde C(CCCOC=1C=C(C=O)C=CC1)OC=1C=C(C=O)C=CC1